4-(1-(2-methoxyethyl)-3-(pyridin-3-yl)-1H-pyrazol-4-yl)-N-(4-(4-methylpiperazin-1-yl)phenyl)pyrimidin-2-amine COCCN1N=C(C(=C1)C1=NC(=NC=C1)NC1=CC=C(C=C1)N1CCN(CC1)C)C=1C=NC=CC1